CC1=CC=C(C=C1)NC(=O)CCl 2-chloro-N-(4-methylphenyl)acetamide